NCC=1C=C(C=CC1)C=1C=C(C2=C(C(=CO2)COC2=C(C=CC=C2)CC(=O)O)C1)CN1CCC(CC1)(F)F 2-(2-((5-(3-(aminomethyl)phenyl)-7-((4,4-difluoropiperidin-1-yl)methyl)benzofuran-3-yl)methoxy)phenyl)acetic acid